N-(2-(2-(((9-ethyl-7-(4-methylthiophen-2-yl)-9H-carbazol-3-yl)methyl)amino)ethoxy)ethyl)propiolamide C(C)N1C2=CC(=CC=C2C=2C=C(C=CC12)CNCCOCCNC(C#C)=O)C=1SC=C(C1)C